5-(4-((2-(4-((3-(oxazol-5-ylmethyl)-5-(trifluoromethoxy)benzyl)amino)butoxy)ethyl)amino)-1H-indazol-6-yl)pyridazin-3-ol O1C=NC=C1CC=1C=C(CNCCCCOCCNC2=C3C=NNC3=CC(=C2)C=2C=C(N=NC2)O)C=C(C1)OC(F)(F)F